7-bromo-N-((1R,3S)-3-hydroxycyclopentyl)benzofuran-2-carboxamide BrC1=CC=CC=2C=C(OC21)C(=O)N[C@H]2C[C@H](CC2)O